C123C(=CC(CC1)C2)C(=O)OC3=O endo-norbornenedicarboxylic anhydride